ClCCCOCCCO 3-(3-chloropropoxy)propan-1-ol